(S)-1-(2',5'-difluoro-[1,1'-biphenyl]-4-yl)-3-(4-methyl-5-(S-methylsulfonimidoyl)thiazol-2-yl)tetrahydropyrimidin-2(1H)-one FC1=C(C=C(C=C1)F)C1=CC=C(C=C1)N1C(N(CCC1)C=1SC(=C(N1)C)[S@](=O)(=N)C)=O